(3R,4S)-3-cyclopropyl-4-methyl-1-[6-(6-methyl-[1,2,4]triazolo[1,5-a]pyridin-2-yl)pyrrolo[1,2-b]pyridazin-4-yl]-2-oxopyrrolidine-3-carbonitrile C1(CC1)[C@]1(C(N(C[C@H]1C)C=1C=2N(N=CC1)C=C(C2)C2=NN1C(C=CC(=C1)C)=N2)=O)C#N